4-[2-(2,6-dioxopiperidin-3-yl)-7-methoxy-1,3-dioxo-2,3-dihydro-1H-isoindol-5-yl]piperazine-1-carboxylic acid tert-butyl ester C(C)(C)(C)OC(=O)N1CCN(CC1)C=1C=C2C(N(C(C2=C(C1)OC)=O)C1C(NC(CC1)=O)=O)=O